C12C(CC(C=C1)C2)COC2=CC(=CC=C2)OCC2C1C=CC(C2)C1 1,3-bis(bicyclo[2.2.1]hept-5-en-2-ylmethoxy)benzene